6-bromo-3-(4-hydroxybutyl)-3-methylisobenzofuran BrC1=CC=C2C(OCC2=C1)(C)CCCCO